potassium-lead [Pb].[K]